2-((1-((3-bromopyridin-2-yl)methyl)-3-oxoisoindolin-2-yl)methyl)-5-oxa-7-azaspiro[3.4]octane-6,8-dione BrC=1C(=NC=CC1)CC1N(C(C2=CC=CC=C12)=O)CC1CC2(C1)OC(NC2=O)=O